3-(3-hydroxy-5-(1-(2-morpholinoethyl)-1H-pyrazol-4-yl)picolinamido)-2,2-dimethylpropanoic acid OC=1C(=NC=C(C1)C=1C=NN(C1)CCN1CCOCC1)C(=O)NCC(C(=O)O)(C)C